Cl.[C@@H]1(NC[C@@H]2[C@@H]3C=C[C@H]([C@H]12)CC3)C(=O)OC |r| (+/-)-methyl (1S,3aR,4S,7R,7aS)-2,3,3a,4,7,7a-hexahydro-1H-4,7-ethanoisoindole-1-carboxylate hydrochloride